C(C)(C)N1C(=NC2=NC=C(C=C21)C=2C=CN1N=C(N=CC12)NC1CCOCC1)C 5-(1-isopropyl-2-methyl-1H-imidazo[4,5-b]pyridin-6-yl)-N-(tetrahydro-2H-pyran-4-yl)pyrrolo[2,1-f][1,2,4]triazin-2-amine